tert-butyl (1S,2S,5R)-3-(5-bromo-7-chloro-2-(ethylthio)-8-fluoropyrido[4,3-d]pyrimidin-4-yl)-2-(but-1-en-2-yl)-3,8-diazabicyclo[3.2.1]octane-8-carboxylate BrC1=NC(=C(C=2N=C(N=C(C21)N2[C@H]([C@@H]1CC[C@H](C2)N1C(=O)OC(C)(C)C)C(=C)CC)SCC)F)Cl